N-[1-[5-(3-cyano-6-ethoxy-pyrazolo[1,5-a]pyridin-4-yl)-2-pyridyl]-4-(piperazin-1-ylmethyl)-4-piperidyl]-2,5-difluoro-benzamide C(#N)C=1C=NN2C1C(=CC(=C2)OCC)C=2C=CC(=NC2)N2CCC(CC2)(CN2CCNCC2)NC(C2=C(C=CC(=C2)F)F)=O